BrC1=C(C=C(C=C1)[C@@H]1CN2[C@H](CO1)CNCC2)Cl (3R,9aS)-3-(4-bromo-3-chlorophenyl)octahydropyrazino[2,1-c][1,4]oxazine